C(C)(=O)N[C@@H](CCCN)C(=O)O N2-Acetyl-L-ornithine